C(C)(C)(C)OC(=O)N/C(/N1[C@@H](CCC1)C1=NC(=NO1)C1=CC(=C(C=C1)OCC=CCCC)C(F)(F)F)=N\C(OC(C)(C)C)=O tert-butyl ((1E)-((tert-butoxycarbonyl)amino)((S)-2-(3-(4-(hex-2-en-1-yloxy)-3-(trifluoromethyl)phenyl)-1,2,4-oxadiazol-5-yl)pyrrolidin-1-yl)methylene)carbamate